(R)-dimethyl 5-(2-(benzoyloxy)ethyl)-6-(1-benzyl-1H-naphtho[1,8-de][1,3,2]diazaborinin-2(3H)-yl)-4,7-dimethyl-1,3-dihydro-2H-indene-2,2-dicarboxylate C(C1=CC=CC=C1)(=O)OCCC=1C(=C2CC(CC2=C(C1B1N(C=2C3=C(N1)C=CC=C3C=CC2)CC2=CC=CC=C2)C)(C(=O)OC)C(=O)OC)C